C(C1=CC=CC=C1)N1CC2(CC1)CCC(CC2)N[C@H](CCCCNS(=O)(=O)C)C(=O)N2C[C@@H]([C@@H](CC2)NC(=O)N2CCC1(CC1)CC2)C(NCC=2SC=CC2)=O N-{(3S,4R)-1-[N~2~-(2-benzyl-2-azaspiro[4.5]dec-8-yl)-N~6~-(methylsulfonyl)-D-lysyl]-3-[(thiophen-2-ylmethyl)carbamoyl]piperidin-4-yl}-6-azaspiro[2.5]octane-6-carboxamide